CC=1C2=C(N=C(N1)SC)N(C(=C2)C(=O)OCCN(CC)CC)C2C(OC2)C DIETHYL-ETHANOLAMINE methyl-7-(2-methyloxetan-3-yl)-2-(methylthio)-7H-pyrrolo[2,3-d]pyrimidine-6-carboxylate